NC(C(C1=NN=CC2=CC=CC=C12)NC(=O)[C@@H]1[C@H]2C([C@H]2CN1C([C@H](C(C)(C)OCC)NC(C(F)(F)F)=O)=O)(C)C)=O (1R,2S,5S)-N-(2-amino-2-oxo-1-phthalazin-1-yl-ethyl)-3-[(2S)-3-ethoxy-3-methyl-2-[(2,2,2-trifluoroacetyl)amino]butanoyl]-6,6-dimethyl-3-azabicyclo[3.1.0]hexane-2-carboxamide